Dimethylsilylene-bis(2-isopropyl-4-phenyl-indenyl)zirconium dichloride [Cl-].[Cl-].C[Si](=[Zr+2](C1C(=CC2=C(C=CC=C12)C1=CC=CC=C1)C(C)C)C1C(=CC2=C(C=CC=C12)C1=CC=CC=C1)C(C)C)C